3-(cis-9-((S)-2-aminopropyl)-2-oxo-1-oxa-3,4-diazaspiro[5.5]undec-4-en-5-yl)-4-bromobenzonitrile N[C@H](CC1CCC2(C(=NNC(O2)=O)C=2C=C(C#N)C=CC2Br)CC1)C